F[P-](F)(F)(F)(F)F.N1(N=NC2=C1C=CC=C2)O[P+](N2CCCC2)(N2CCCC2)N2CCCC2 (benzotriazol-1-yloxy)-tripyrrolidino-phosphonium hexafluorophosphate